CC(CC(=O)O)(C)C1=CC(=CC=C1)Br 3-methyl-3-(3-bromophenyl)-butyric acid